(3-methyl-2-(m-tolyl)-1H-indol-5-yl)methanamine CC1=C(NC2=CC=C(C=C12)CN)C=1C=C(C=CC1)C